CN1N=C(C=C1)NC(=O)[C@H]1CC12CCN(CC2)C(=O)OC(C(F)(F)F)C(F)(F)F 1,1,1,3,3,3-hexafluoropropan-2-yl (S)-1-((1-methyl-1H-pyrazol-3-yl)carbamoyl)-6-azaspiro[2.5]octane-6-carboxylate